ClC1=NC=C(C=2N=C(N=CC21)N[C@H]2CNCC2)C2=CC=C(C=C2)C(=O)N2CCOCC2 (R)-3-((5-chloro-8-(4-(morpholine-4-carbonyl)phenyl)pyrido[4,3-d]pyrimidin-2-yl)amino)pyrrolidine